C1(CC1)C1=NN2C(C=CC=C2COC2=CC=CC(=N2)C2CCN(CC2)CC2=NC3=C(N2C[C@H]2OCC2)C=C(C=C3)C(=O)OC)=C1 (S)-methyl 2-((4-(6-((2-cyclopropylpyrazolo[1,5-a]pyridin-7-yl) methoxy) pyridin-2-yl) piperidin-1-yl) methyl)-1-((oxetan-2-yl) methyl)-1H-benzo[d]imidazole-6-carboxylate